C1(=CC=CC=C1)C1=NC=2C=C3C(=CC2N=C1C1=CC=C(CN2CCC(CC2)N2C(NC4=C2C=CC=C4)=O)C=C1)C=CC=C3 1-(1-[4-(3-phenylbenzo[g]quinoxalin-2-yl)benzyl]piperidin-4-yl)-1,3-dihydro-2H-benzimidazol-2-one